C=CCCCCC(=CC)C(=O)[O-] non-1,7-diene-7-carboxylate